6-(3-oxopiperazin-1-yl)nicotinonitrile O=C1CN(CCN1)C1=NC=C(C#N)C=C1